C1C2=C(CO1)C=C1C(COC1)=C2 1,3,5,7-tetrahydrobenzo[1,2-c:4,5-c']Difuran